7-methoxyimidazo[1,2-a]pyrimidine COC1=NC=2N(C=C1)C=CN2